ClC=1C=C2C(=NC1F)NC(=C2)C(=O)N[C@@H]2[C@H]([C@H]1C(CC2C1)(C)C)C 5-chloro-6-fluoro-N-[(1S,2S,3S,5R)-2,6,6-trimethylnorborn-3-yl]-1H-pyrrolo[2,3-b]pyridine-2-carboxamide